ClC=1C(=NC(=C(C(=O)OC)C1)NC1=C(C=C(C=C1)F)C)C methyl 5-chloro-2-((4-fluoro-2-meth-ylphenyl)-amino)-6-meth-ylnicotinate